Tert-butyl N-[(1R,4R,7R)-2-[2-(2-ethyl-1H-pyrrol-3-yl)-7-methoxy-1-methyl-1H-1,3-benzodiazole-5-carbonyl]-2-azabicyclo[2.2.1]heptan-7-yl]carbamate C(C)C=1NC=CC1C1=NC2=C(N1C)C(=CC(=C2)C(=O)N2[C@@H]1CC[C@H](C2)[C@H]1NC(OC(C)(C)C)=O)OC